C(C)(C)(C)OC(=O)N/C=C/C=1C(=NN(C1C(=O)OC)CC1=C(C=C(C=C1)OC)OC)CC methyl (E)-4-(2-((tert-butoxycarbonyl) amino) vinyl)-1-(2,4-dimethoxybenzyl)-3-ethyl-1H-pyrazole-5-carboxylate